C1=CC=C(C=C1)OC(=O)C2=CC=CC=C2[N+](=O)[O-] phenyl nitrobenzoate